FC1=CC(=CC2=C1N=C(O2)CO)NC(=O)C2=CC=C(C1=CN(N=C21)C)N2CCN(CC2)C N-[4-fluoro-2-(hydroxymethyl)-1,3-benzoxazol-6-yl]-2-methyl-4-(4-methylpiperazin-1-yl)indazole-7-carboxamide